(S)-N3-methyl-1-(1-phenylethyl)-N5-(2-(pyridin-4-yl)ethyl)-1H-pyrazole-3,5-dicarboxamide CNC(=O)C1=NN(C(=C1)C(=O)NCCC1=CC=NC=C1)[C@@H](C)C1=CC=CC=C1